(±)-diisopropyl tartrate C(=O)(OC(C)C)C(O)C(O)C(=O)OC(C)C